3-(4-fluoro-5-(6-((4'-fluoro-5,5-dimethyl-3,4,5,6-tetrahydro-[1,1'-biphenyl]-2-yl)methyl)-3,6-diazabicyclo[3.1.1]heptane-3-carbonyl)-1-oxoisoindolin-2-yl)piperidine-2,6-dione FC1=C2CN(C(C2=CC=C1C(=O)N1CC2N(C(C1)C2)CC2=C(CC(CC2)(C)C)C2=CC=C(C=C2)F)=O)C2C(NC(CC2)=O)=O